5-(4-(cyclohexylethynyl)-3-(trifluoromethoxy)phenoxy)-1H-1,2,3-triazole-4-carboxylic acid C1(CCCCC1)C#CC1=C(C=C(OC2=C(N=NN2)C(=O)O)C=C1)OC(F)(F)F